FC(S(=O)(=O)OC1=NSC(=C1C1CC1)C(NC1=CC(=NC=C1)C(F)(F)F)=O)(F)F 4-cyclopropyl-5-{[2-(trifluoromethyl) pyridin-4-yl]carbamoyl}-1,2-thiazol-3-yl trifluoromethanesulfonate